MERCAPTOBENZIMIDAZOLE C1=CC=C2C(=C1)NC(=S)N2